Pentyl-Oxirane C(CCCC)C1OC1